C(C)(C)(C)C=1C(=C(N(N1)C1CCC(CC1)(F)F)C=1NC=2C=CN=C(C2C(C1)=O)C(=O)N)C 2-[5-Tert-butyl-2-(4,4-difluorocyclohexyl)-4-methyl-pyrazol-3-yl]-4-oxo-1H-1,6-naphthyridine-5-carboxamide